COC1=NC=2CCN(CC2C=C1NC=1N=CC2=C(N1)C(=NC=C2)C=2C=CC(N(C2)C)=O)C 5-(2-((2-Methoxy-6-methyl-5,6,7,8-tetrahydro-1,6-naphthyridin-3-yl)amino)pyrido[3,4-d]pyrimidin-8-yl)-1-methylpyridin-2(1H)-one